OCC1(OC[C@H]([C@H]([C@H]1O)O)O)O (3R,4R,5R)-2-(hydroxymethyl)oxane-2,3,4,5-tetrol